racemic-nicotine malate salt C(C(O)CC(=O)O)(=O)O.N1=CC=CC(=C1)[C@@H]1N(C)CCC1 |r|